O=C1N(C(C=C1)=O)CCC(NCCOCCOCCOCCOCCOCCOCCOCCOCCC(=O)N[C@@H](C(C)C)C(=O)N[C@@H](CCCCNC(=O)OC(C)(C)C)C(=O)O)=O N-[31-(2,5-Dioxo-2,5-dihydro-1H-pyrrol-1-yl)-29-oxo-4,7,10,13,16,19,22,25-octaoxa-28-azahentriacontan-1-oyl]-L-valyl-N6-(tert-butoxycarbonyl)-L-lysine